ClC1=C(CN2C(N([C@H](C3=CC=C(C=C23)C(=O)NCC2=C(C=C(C=C2F)OC)F)C)C)=O)C(=CC=C1)F (S)-1-(2-chloro-6-fluorobenzyl)-N-(2,6-difluoro-4-methoxybenzyl)-3,4-dimethyl-2-oxo-1,2,3,4-tetrahydro-quinazoline-7-carboxamide